(S)-4-((6-Fluoropyridin-2-yl)methyl)-N-(7-(3-hydroxy-3-methylbut-1-yn-1-yl)-5-methyl-4-oxo-2,3,4,5-tetrahydrobenzo[b][1,4]oxazepin-3-yl)pyridineamide FC1=CC=CC(=N1)CC1=CC(=NC=C1)C(=O)N[C@@H]1C(N(C2=C(OC1)C=CC(=C2)C#CC(C)(C)O)C)=O